3-chloro-4-((3,5-difluoropyridin-2-yl)methoxy)-5',6-dimethyl-2-oxo-2H-[1,4'-bipyridine] ClC=1C(N(C(=CC1OCC1=NC=C(C=C1F)F)C)C1=CC=NC=C1C)=O